OCC1OCCC(C1O)(O)OC 2-(hydroxymethyl)-4-methoxytetrahydro-2H-pyran-3,4-diol